C1(CC1)NC(C1=C(C=C(C=C1OC)C1=CN=C2N1C=CC(=C2)OCCN2CCN(CC2)CCO)OC(F)F)=O N-cyclopropyl-2-(difluoromethoxy)-4-[7-[2-[4-(2-hydroxyethyl)piperazin-1-yl]ethoxy]imidazo[1,2-a]pyridin-3-yl]-6-methoxy-benzamide